9-chloro-2,3-diphenylbenzo[f]quinoxaline ClC=1C=CC2=C(C=3N=C(C(=NC3C=C2)C2=CC=CC=C2)C2=CC=CC=C2)C1